COC1=C(C=CC(=C1)OC)CN1C[C@H](N2CCCC3=C(SC(C1=O)=C32)C=3C=NN(C3)C(C3=CC=CC=C3)(C3=CC=CC=C3)C3=CC=CC=C3)CC(=O)OC methyl 2-[(9R)-11-[(2,4-dimethoxyphenyl)methyl]-12-oxo-3-(1-tritylpyrazol-4-yl)-2-thia-8,11-diazatricyclo[6.4.1.04,13]trideca-1(13),3-dien-9-yl]acetate